2-((2-(Tert-butylamino)-2-oxoethyl)amino)-N-((2-(2,6-dioxopiperidin-3-yl)-1-oxoisoindolin-5-yl)methyl)-3-phenylpropionamide C(C)(C)(C)NC(CNC(C(=O)NCC=1C=C2CN(C(C2=CC1)=O)C1C(NC(CC1)=O)=O)CC1=CC=CC=C1)=O